tert-Butyl 3-(7-(thiazol-2-yl)-4-(2,2,2-trifluoro-1-(2-methoxyethoxy)ethyl)benzo[d]oxazol-2-yl)-3,6-diazabicyclo[3.1.1]heptane-6-carboxylate S1C(=NC=C1)C1=CC=C(C=2N=C(OC21)N2CC1N(C(C2)C1)C(=O)OC(C)(C)C)C(C(F)(F)F)OCCOC